thiazol-4-yl-((S)-2-methylpyrrolidin-1-yl)methanone S1C=NC(=C1)C(=O)N1[C@H](CCC1)C